5-(1H-imidazol-1-yl)thieno[2,3-c]Pyridine-7-carboxylic acid ethyl ester C(C)OC(=O)C=1N=C(C=C2C1SC=C2)N2C=NC=C2